[2-(2-thienyl)vinyl]-1H-pyrazole S1C(=CC=C1)C=CN1N=CC=C1